ClCC(\C=C\C1=CC=CC=C1)O (E)-1-chloro-4-phenyl-3-buten-2-ol